C(=O)(O)C1=C(C=C(C=C1)OB(O)O)F 4-carboxyl-3-fluorophenyl-boric acid